O(C1=CC=CC=C1)C=1C=C2C=CN(C2=C(C1)C(=O)NC1(CC1)C1=CC=C(C(=O)O)C=C1)CC1=CC=C(C=C1)C(F)(F)F 4-(1-(5-Phenoxy-1-(4-(trifluoromethyl)benzyl)-1H-indol-7-amido)cyclopropyl)benzoic acid